C(#N)C1=CC=C(C=C1)NC(=O)C=1NC=C(C1)C1=NC(=NC=C1C(F)(F)F)NC1CNCCC1 N-(4-cyanophenyl)-4-{2-[(piperidin-3-yl)amino]-5-(trifluoromethyl)pyrimidin-4-yl}-1H-pyrrole-2-carboxamide